3-(3-((3-chloro-4-methylphenyl)amino)-2,5-dioxo-2,5-dihydro-1H-pyrrol-1-yl)piperidine-2,6-dione ClC=1C=C(C=CC1C)NC=1C(N(C(C1)=O)C1C(NC(CC1)=O)=O)=O